5-((((4,5-dichloro-6-oxopyridazin-1(6H)-yl)methyl)sulfinyl)methyl)-N,N,2-trimethylbenzenesulfonamide ClC=1C=NN(C(C1Cl)=O)CS(=O)CC=1C=CC(=C(C1)S(=O)(=O)N(C)C)C